COC1=C(C=C(C(=C1)N(C)C)N)N 5-methoxy-N1,N1-dimethyl-benzene-1,2,4-triamine